CC1COCCN1C=1C2=C(N=C(N1)C1=C3C(=NC=C1)NC=C3)N(C=C2)S(=O)(=O)CCO 2-((4-(3-methylmorpholino)-2-(1H-pyrrolo[2,3-b]pyridin-4-yl)-7H-pyrrolo[2,3-d]pyrimidin-7-yl)sulfonyl)ethanol